NC1(CCN(CC1)C=1N=CC(=C2C1NN=C2)SC2=C(C(=NC=C2)N)Cl)C ((7-(4-amino-4-methylpiperidin-1-yl)-1H-pyrazolo[3,4-c]pyridin-4-yl)thio)-3-chloropyridin-2-amine